O1CCC2=C1C(=CC=C2)C2=NC(=NC(=N2)C2=NC(=CC=C2)C(F)(F)F)NC2=CC(=NC=C2)C(F)(F)F 4-(2,3-dihydrobenzofuran-7-yl)-6-(6-(trifluoromethyl)pyridin-2-yl)-N-(2-(trifluoromethyl)pyridin-4-yl)-1,3,5-triazin-2-amine